(S)-N-(5-(1-(difluoromethyl)-1H-pyrazol-4-yl)-4-(3-(methylamino)piperidin-1-yl)pyridin-2-yl)-2-(2-fluoro-6-methoxyphenyl)pyrimidin-4-amine FC(N1N=CC(=C1)C=1C(=CC(=NC1)NC1=NC(=NC=C1)C1=C(C=CC=C1OC)F)N1C[C@H](CCC1)NC)F